O1C(=CC=C1)P(C=1OC=CC1)C1(P(C(CC1)C1=CC=CC=C1)NC(C)C)C1=CC=CC=C1 di(furan-2-yl)phosphanyl-N-isopropyl-2,5-diphenylphospholan-1-amine